N-phenethyl-1,1-diphenylmethanimine-15N C(CC1=CC=CC=C1)[15N]=C(C1=CC=CC=C1)C1=CC=CC=C1